N-(2-(4-bromo-3-fluorophenyl)propanoyl)-N-(2,2,2-trifluoroethyl)glycine BrC1=C(C=C(C=C1)C(C(=O)N(CC(=O)O)CC(F)(F)F)C)F